N-((S)-4-methyl-1-oxo-1-(((S)-3-oxo-1-((S)-2-oxopyrrolidin-3-yl)-4-(2,3,5,6-tetrafluorophenoxy)butan-2-yl)amino)pentan-2-yl)-1H-pyrrolo[3,2-c]pyridine-2-carboxamide CC(C[C@@H](C(N[C@@H](C[C@H]1C(NCC1)=O)C(COC1=C(C(=CC(=C1F)F)F)F)=O)=O)NC(=O)C1=CC=2C=NC=CC2N1)C